5-tert-butyl-5-hydroxy-1,3-diphenyl-2,4-imidazolidinedione C(C)(C)(C)C1(C(N(C(N1C1=CC=CC=C1)=O)C1=CC=CC=C1)=O)O